(S)-2-((tert-butoxycarbonyl)amino)-3-cyclobutylpropanoic acid C(C)(C)(C)OC(=O)N[C@H](C(=O)O)CC1CCC1